2-(2-(5-methyl-2-((1-methyl-1H-pyrazol-5-yl)amino)pyrimidin-4-yl)-4-oxo-6,7-dihydrothieno[3,2-c]pyridin-5(4H)-yl)acetic acid tert-butyl ester C(C)(C)(C)OC(CN1C(C2=C(CC1)SC(=C2)C2=NC(=NC=C2C)NC2=CC=NN2C)=O)=O